FC=1C=C(C=CC1)[C@@H]1N(CCC1)C=1C=CC=2N(N1)C(=CN2)C2=CC=CC(=N2)N2CCN(CC2)CC2=C1CN(C(C1=CC=C2)=O)C2C(NC(CC2)=O)=O 3-(4-((4-(6-(6-((R)-2-(3-fluorophenyl)pyrrolidin-1-yl)imidazo[1,2-b]pyridazin-3-yl)pyridin-2-yl)piperazin-1-yl)methyl)-1-oxoisoindolin-2-yl)piperidine-2,6-dione